(R)-3-((5-(1-methylcyclopropyl)-7H-pyrrolo[2,3-d]pyrimidin-4-yl)amino)piperidine-1-carboxylic acid tert-butyl ester C(C)(C)(C)OC(=O)N1C[C@@H](CCC1)NC=1C2=C(N=CN1)NC=C2C2(CC2)C